N-(2-diethylaminoethyl)2-methoxy-4-amino-5-chlorobenzamide monohydrochloride Cl.C(C)N(CCNC(C1=C(C=C(C(=C1)Cl)N)OC)=O)CC